O=S.[Ta] Tantalum oxysulfide